CC1=C(C(=CC=C1)C)C=1C(=NC=CC1)N1CCN(CC1)C(=O)OC(C)(C)C tert-butyl 4-[3-(2,6-dimethylphenyl)-2-pyridyl]-piperazine-1-carboxylate